N,N,N-trimethyl-8-(4-(2-(4-octyloxyphenyl)-1,2-diphenylvinyl)phenoxy)octyl-ammonium bromide [Br-].C[N+](C)(C)CCCCCCCCOC1=CC=C(C=C1)C(=C(C1=CC=CC=C1)C1=CC=C(C=C1)OCCCCCCCC)C1=CC=CC=C1